4-bromo-2-tert-butyl-1-fluorobenzene BrC1=CC(=C(C=C1)F)C(C)(C)C